1-(2,2,2-trifluoroethyl)azetidin FC(CN1CCC1)(F)F